C(CCCCC)C(C(=O)[O-])OC(C(=O)[O-])CCCCCC dihexyl-2,2'-oxydiacetate